2,7-diethyl-9H-carbazole C(C)C1=CC=2NC3=CC(=CC=C3C2C=C1)CC